formamide zinc nitrate [N+](=O)([O-])[O-].[Zn+2].C(=O)N.[N+](=O)([O-])[O-]